(S)-6-((1H-imidazol-1-yl)methyl)-3-(cyclopropyl(4-methoxypyridin-2-yl)methyl)-8-(1-ethyl-3-(trifluoromethyl)-1H-pyrazol-4-yl)quinazolin-4(3H)-one N1(C=NC=C1)CC=1C=C2C(N(C=NC2=C(C1)C=1C(=NN(C1)CC)C(F)(F)F)[C@H](C1=NC=CC(=C1)OC)C1CC1)=O